tert-butyl ((3-(2-chloro-3-fluoropyridin-4-yl)pyrazin-2-yl)methyl)(methyl)carbamate ClC1=NC=CC(=C1F)C=1C(=NC=CN1)CN(C(OC(C)(C)C)=O)C